C(C(C)C)(=O)N1C[C@@H](N(CC1)C=1C2=C(N=CN1)N(C=C2C2=NC=CC=C2)C=2C=C(C#N)C=CN2)C (S)-2-(4-(4-isobutyryl-2-methylpiperazin-1-yl)-5-(pyridin-2-yl)-7H-pyrrolo[2,3-d]pyrimidin-7-yl)isonicotinonitrile